N-{(5S)-8-Chloro-1-[trans-4-(pyridin-2-yloxy)cyclohexyl]-5,6-dihydro-4H-[1,2,4]triazolo[4,3-a][1]benzazepin-5-yl}-3-methyloxetan-3-carboxamid ClC=1C=CC2=C(C[C@@H](CC=3N2C(=NN3)[C@@H]3CC[C@H](CC3)OC3=NC=CC=C3)NC(=O)C3(COC3)C)C1